N-ethylphenylsulfonamide C(C)NS(=O)(=O)C1=CC=CC=C1